N-(4-((1R,3S,5S)-3-amino-5-methylcyclohexyl)pyridin-3-yl)-6-(2,6-difluorophenyl)-5-fluoropicolinamide N[C@@H]1C[C@@H](C[C@@H](C1)C)C1=C(C=NC=C1)NC(C1=NC(=C(C=C1)F)C1=C(C=CC=C1F)F)=O